6-(3-(3-(2,4-bis(trifluoromethyl)phenyl)-7-fluoro-2-oxo-2,3,4,5-tetrahydro-1H-benzo[b]azepin-1-yl)prop-1-ynyl)pyridazine-3-sulfonamide FC(C1=C(C=CC(=C1)C(F)(F)F)C1CCC2=C(N(C1=O)CC#CC1=CC=C(N=N1)S(=O)(=O)N)C=CC(=C2)F)(F)F